CC1(O[C@@H]([C@H](N1C(=O)OC(C)(C)C)C=C)C)C (4R,5R)-tert-butyl 2,2,5-trimethyl-4-vinyloxazolidine-3-carboxylate